(2R,4S)-4-phenyl-pyrrolidine C1(=CC=CC=C1)[C@@H]1CCNC1